4,4'-difluorobenzophenone disodium salt [Na].[Na].FC1=CC=C(C(=O)C2=CC=C(C=C2)F)C=C1